The molecule is a member of the class of acrylamides that results from the formal condensation of acrylic acid with ammonia. It has a role as a carcinogenic agent, a neurotoxin, a mutagen, an alkylating agent and a Maillard reaction product. It is a N-acylammonia, a primary carboxamide and a member of acrylamides. It derives from an acrylic acid. C=CC(=O)N